ClC=1C(=NC=CC1C1=C(C(=CC=C1)NC1=C(C(=CC=C1)CN1C[C@H](CC1)O)F)Cl)C1=CC(=C(CNC[C@H]2CCC(N2)=O)C=C1)OC (R)-5-(((4-(3-chloro-4-(2-chloro-3-((2-fluoro-3-(((S)-3-hydroxypyrrolidin-1-yl)methyl)phenyl)amino)phenyl)pyridin-2-yl)-2-methoxybenzyl)amino)methyl)pyrrolidin-2-one